CN1C(=CC=2C=NC=CC21)C(=O)N methyl-1H-pyrrolo[3,2-c]pyridine-2-carboxamide